COC1(COC1)C1=CC=C(C(=O)N2CCC(CC2)(C#N)C2=CC=C(C=C2)C(F)(F)F)C=C1 1-(4-(3-Methyloxyoxetan-3-yl)benzoyl)-4-(4-(trifluoromethyl)phenyl)piperidine-4-carbonitrile